Cl.C1(CCC1)C1=NC=CC(=C1)C1=NOC(=N1)[C@H](C)N (S)-1-(3-(2-cyclobutylpyridin-4-yl)-1,2,4-oxadiazol-5-yl)ethan-1-amine Hydrochloride Salt